N-[(1S,2S,4S)-4-(dimethylamino)-2-methylcyclohexyl]-6-[3-(4-mesyl-2-anisidino)-1-propynyl]-1-(2,2,2-trifluoroethyl)-1H-1,3-benzimidazole-4-carboxamide CN([C@@H]1C[C@@H]([C@H](CC1)NC(=O)C1=CC(=CC=2N(C=NC21)CC(F)(F)F)C#CCNC=2C(OC)=CC=C(C2)S(=O)(=O)C)C)C